(Z)-1-(4-amino-2-fluorobut-2-en-1-yl)-N,N,2-trimethyl-4-(4-(morpholinosulfonyl)phenyl)-1H-benzo[d]imidazole-6-carboxamide hydrochloride Cl.NC\C=C(\CN1C(=NC2=C1C=C(C=C2C2=CC=C(C=C2)S(=O)(=O)N2CCOCC2)C(=O)N(C)C)C)/F